FC1=C(C(=C(C=C1)N1CCN(CC1)C(CN1N=C(C=2CCCCC12)C(=O)N1C[C@@H]([C@H](CC1)O)F)=O)C)C 1-(4-(4-Fluoro-2,3-dimethylphenyl)piperazin-1-yl)-2-(3-((3S,4S)-3-fluoro-4-hydroxypiperidin-1-carbonyl)-4,5,6,7-tetrahydro-1H-indazol-1-yl)ethanon